FC(OC1=CC(=C(C=C1)C1(CC1)NC1=NC=C(C=N1)C=1OC(=NN1)C(F)F)F)F N-(1-(4-(difluoromethoxy)-2-fluorophenyl)cyclopropyl)-5-(5-(difluoromethyl)-1,3,4-oxadiazol-2-yl)pyrimidin-2-amine